Cl.N1CCC(CC1)CN1CCC(CC1)C1=CC=C(C=C1)NC1C(NC(CC1)=O)=O 3-((4-(1-(piperidin-4-ylmethyl)piperidin-4-yl)phenyl)amino)piperidine-2,6-dione hydrochloride